5-(((3R,4S)-4-(4-chlorophenoxy)-3-hydroxy-3-(hydroxymethyl)pyrrolidin-1-yl)sulfonyl)picolinonitrile ClC1=CC=C(O[C@@H]2[C@@](CN(C2)S(=O)(=O)C=2C=CC(=NC2)C#N)(CO)O)C=C1